2-chloro-3-(difluoromethyl)quinoxalineEthanoic acid, ethyl ester ClC1(NC2=CC=CC=C2N=C1C(F)F)CC(=O)OCC